(R)-5-((2,3-difluorobenzyl)thio)-7-((1-hydroxypropan-2-yl)amino)thiazolo[4,5-d]pyrimidin-2(3H)-one FC1=C(CSC=2N=C(C3=C(N2)NC(S3)=O)N[C@@H](CO)C)C=CC=C1F